ClC1=C(C=C(C=C1)Cl)C=1N=C(NC1C1=CC=CC=C1)C=1SC=CC1 4-(2,5-Dichlorophenyl)-5-phenyl-2-(2-thienyl)imidazole